CC(C(C(=O)O)NC(C(CCCCCCCCCCCCCC)=O)=O)C 3-Methyl-2-(2-oxohexadecanamido)butanoic acid